2-[[1-[1-(4-methoxyphenyl)cyclopropanecarbonyl]-4-piperidyl]amino]-4-methyl-1H-pyrimidin-6-one COC1=CC=C(C=C1)C1(CC1)C(=O)N1CCC(CC1)NC=1NC(C=C(N1)C)=O